2-(7-(((4-Bromo-2-(2,6-dioxopiperidin-3-yl)-1,3-dioxoisoindoline-5-yl)methyl)amino)-1-oxoisoindoline-2-yl)-2-(5-fluoro-2-hydroxyphenyl)-N-(thiazol-2-yl)acetamide BrC1=C2C(N(C(C2=CC=C1CNC=1C=CC=C2CN(C(C12)=O)C(C(=O)NC=1SC=CN1)C1=C(C=CC(=C1)F)O)=O)C1C(NC(CC1)=O)=O)=O